ClC1=NC=C(C(=N1)C1=CN(C2=NC(=CC=C21)C#N)S(=O)(=O)C2=CC=C(C)C=C2)Cl 3-(2,5-dichloropyrimidin-4-yl)-1-p-toluenesulfonyl-1H-pyrrolo[2,3-b]pyridine-6-carbonitrile